NCC1=CC(=C(C(=C1)C)NC(=O)C1=CC2=C(OCCC3=C2SC=C3)C=C1C=1C(=NC(=CC1)C(=O)N1CC(CCC1)(F)F)C(=O)OC)C methyl 3-(9-((4-(aminomethyl)-2,6-dimethylphenyl)carbamoyl)-4,5-dihydrobenzo[b]thieno[2,3-d]oxepin-8-yl)-6-(3,3-difluoropiperidine-1-carbonyl)picolinate